6-amino-N-(7-{9-amino-2-methyl-1,4-dioxa-7-azaspiro[4.4]nonan-7-yl}-2H,3H,4H-pyrano[2,3-b]pyridin-3-yl)-2-methylthieno[2,3-d][1,3]thiazole-5-carboxamide NC1=C(SC=2N=C(SC21)C)C(=O)NC2CC=1C(=NC(=CC1)N1CC3(OCC(O3)C)C(C1)N)OC2